C(C)(=O)C1=C(C=C(C=C1)Cl)C=1C(=NN(C(C1)=O)C(C(=O)NC1=CC=C(C(=O)OC(C)(C)C)C=C1)CC1=CC=C(C=C1)C)OC tert-butyl 4-(2-(4-(2-acetyl-5-chlorophenyl)-3-methoxy-6-oxopyridazine-1(6H)-yl)-3-(p-tolyl)propanamido)benzoate